BrC1=CNC2=NC=C(C(=C21)N[C@H]2C[C@@H](CC2)NC(=O)OC)C(=O)OC Methyl 3-bromo-4-(((1R,3R)-3-((methoxycarbonyl)amino)cyclopentyl)amino)-1H-pyrrolo[2,3-b]pyridine-5-carboxylate